Diethyl-1-[2-(4-fluoro-3-methylphenyl)-2-oxoethyl]-4-(trifluoromethyl)-1H-pyrazole-3,5-dicarboxylate C(C)OC(=O)C1=NN(C(=C1C(F)(F)F)C(=O)OCC)CC(=O)C1=CC(=C(C=C1)F)C